1-(4-(9-(2-(1,3-dioxolan-2-yl)ethyl)-6-morpholinyl-9H-purin-2-yl)phenyl)-3-phenylurea O1C(OCC1)CCN1C2=NC(=NC(=C2N=C1)N1CCOCC1)C1=CC=C(C=C1)NC(=O)NC1=CC=CC=C1